tert-butyl 3-formyl-5,6-dihydro-2H-pyridine-1-carboxylate C(=O)C=1CN(CCC1)C(=O)OC(C)(C)C